N1(CCCC1)CCO pyrrolidino-2-ethanol